[(2S)-1-(4-amino-2-oxopyrimidin-1-yl)-3-hydroxypropan-2-yl]oxymethyl-(3-hexadecoxypropoxy)phosphinic acid NC1=NC(N(C=C1)C[C@@H](CO)OCP(O)(=O)OCCCOCCCCCCCCCCCCCCCC)=O